CSC1=CC(=CC(=C1)OC)Br (3-bromo-5-methoxyphenyl) (methyl) sulfide